N-(9-fluorenylmethoxycarbonyl)asparagine C1=CC=CC=2C3=CC=CC=C3C(C12)COC(=O)N[C@@H](CC(N)=O)C(=O)O